4-fluoro-2-(phenylethynyl)benzaldehyde FC1=CC(=C(C=O)C=C1)C#CC1=CC=CC=C1